2-(3-(1-((3,4-dimethylbenzyl)carbamoyl)piperidin-3-yl)phenoxy)-2-methylpropanoic acid CC=1C=C(CNC(=O)N2CC(CCC2)C=2C=C(OC(C(=O)O)(C)C)C=CC2)C=CC1C